CC1=CCC(=CC1)C(C)C Terpinene